ethyl (6-(benzyloxy)-10-(3-chlorophenyl)-[1,2,4]triazolo[5,1-a]isoquinoline-5-carbonyl)glycinate C(C1=CC=CC=C1)OC1=C(N2C(C3=C(C=CC=C13)C1=CC(=CC=C1)Cl)=NC=N2)C(=O)NCC(=O)OCC